C[C@]12CC[C@H](C1(C)C)C[C@H]2OP(=O)(O)OP(=O)(O)O (-)-bornyl diphosphate